C(C1=CC=CC=C1)OC(=O)N[C@@]1(CN(CC1)C(=O)OC(C)(C)C)CO tert-butyl (3S)-3-{[(benzyloxy)carbonyl]amino}-3-(hydroxymethyl)pyrrolidine-1-carboxylate